2-[[4-[4-Hydroxy-piperidinyl]-6-(5-oxazolyl)-2-pyrimidinyl]amino]-4-methyl-5-thiazolecarboxylic acid ethyl ester C(C)OC(=O)C1=C(N=C(S1)NC1=NC(=CC(=N1)N1CCC(CC1)O)C1=CN=CO1)C